N1=COC(C2=C1C=CC=C2)=O (4H)-3,1-benzoxazin-4-one